N-[(1S)-2,3-dihydro-1H-inden-1-yl]-7-fluoro-4-(morpholin-4-yl)-8-(pyrrolidin-1-yl)quinoline-3-carboxamide [C@@H]1(CCC2=CC=CC=C12)NC(=O)C=1C=NC2=C(C(=CC=C2C1N1CCOCC1)F)N1CCCC1